(S)-2-(chloromethyl)-1-((oxetane-2-yl)methyl)-1H-benzo[d]imidazole-6-carboxylate ClCC1=NC2=C(N1C[C@H]1OCC1)C=C(C=C2)C(=O)[O-]